tert-butyl-(2-(4-chloro-2-fluorophenyl)-2-(2,6-dibromophenoxy)ethoxy)dimethylsilane C(C)(C)(C)[Si](C)(C)OCC(OC1=C(C=CC=C1Br)Br)C1=C(C=C(C=C1)Cl)F